N-[5-[(5-chloropyridin-2-yl)methoxy]-1,3,4-thiadiazol-2-yl]-5-(2-methoxyphenyl)-[1,2,3]triazolo[1,5-a]pyridine-6-carboxamide ClC=1C=CC(=NC1)COC1=NN=C(S1)NC(=O)C=1C(=CC=2N(C1)N=NC2)C2=C(C=CC=C2)OC